O.Cl.C(C)(C)(C)NC(=O)C1CCN(CC1)C1C[C@H]2CC[C@@H](C1)N2C2=NC(=NO2)C(F)(F)F N-tert-butyl-1-{(1r,3r,5s)-8-[3-(trifluoromethyl)-1,2,4-oxadiazol-5-yl]-8-azabicyclo[3.2.1]oct-3-yl}piperidine-4-carboxamide monohydrochloride monohydrate